tert-butyl 4-iodo-1H-pyrazole-1-carboxylate IC=1C=NN(C1)C(=O)OC(C)(C)C